N,N-diethylaminoethyl-acrylamide C(C)NN(C(C(=C)CC)=O)NCC